C(C)(C)(C)OC(=O)NCC1=NOC(C1)(C(=O)OCC)CC1=CC(=CC(=C1)F)F ethyl 3-(((tert-butoxycarbonyl)amino)methyl)-5-(3,5-difluorobenzyl)-4,5-dihydroisoxazole-5-carboxylate